2-(4-ethyl-3-(hydroxymethyl)-5-oxo-4,5-dihydro-1H-1,2,4-triazol-1-yl)-3-fluoro-8-isopropyl-6-(o-tolyl)pyrido[2,3-d]pyridazin-5(6H)-one C(C)N1C(=NN(C1=O)C=1C(=CC2=C(C(=NN(C2=O)C2=C(C=CC=C2)C)C(C)C)N1)F)CO